tert-butyl (2R,3S,4S)-4-[(tert-butoxycarbonyl)oxy]-2-[(4-methoxyphenyl)methyl]-3-{[3-(4-methyl-2,5-dioxopiperazin-1-yl)propanoyl]oxy}pyrrolidine-1-carboxylate C(C)(C)(C)OC(=O)O[C@@H]1[C@H]([C@H](N(C1)C(=O)OC(C)(C)C)CC1=CC=C(C=C1)OC)OC(CCN1C(CN(C(C1)=O)C)=O)=O